COC1=CC=2[C@@]34C([C@H](CC2C=C1SC)N(CC4)C)CCCC3 (1S,9S)-4-methoxy-17-methyl-5-(methylsulfanyl)-17-azatetracyclo[7.5.3.01,10.02,7]heptadeca-2(7),3,5-triene